NC=1C2=C(N=CN1)N(C(=C2C2=CC=C(C=C2)S(=O)(=O)C2CCCC2)C2=CC=C(C=C2)NC(C(=C)C)=O)C N-(4-(4-amino-5-(4-(cyclopentylsulfonyl)phenyl)-7-methyl-7H-pyrrolo[2,3-d]pyrimidin-6-yl)phenyl)methacrylamide